ClC1=C(C=CC(=C1)OC1=CC=CC=C1)C(C1=CNC2=NC=C3C(=C21)NC(=N3)C(CO)C)O 2-(8-((2-chloro-4-phenoxyphenyl)(hydroxy)methyl)-1,6-dihydroimidazo[4,5-d]Pyrrolo[2,3-b]Pyridin-2-yl)propan-1-ol